BrC=1C=C(C=CC1)C(CCCC1(CC1)C(=O)O)(C)C#N 1-(4-(3-bromophenyl)-4-cyanopentyl)cyclopropane-1-carboxylic acid